3-(5-chloro-2-methoxyphenyl)-3-methyl-6-(trifluoromethyl)-1H-pyrrolo[3,2-c]pyridin ClC=1C=CC(=C(C1)C1(CNC2=C1C=NC(=C2)C(F)(F)F)C)OC